tert-butyl (±)-4-hydroxy-6,7,8,9-tetrahydro-5H-6,9-epiminocyclohepta[d]pyrimidine-10-carboxylate OC=1C2=C(N=CN1)C1CCC(C2)N1C(=O)OC(C)(C)C